C1(CC1)CN[C@H]1CN(CCC1)C1=CC(N(C=C1)C(C)N1C=NC(=C1)C=1C=NC=C(C1)N1CCCC1)=O 4-((R)-3-((cyclopropylmethyl)amino)piperidin-1-yl)-1-(1-(4-(5-(pyrrolidin-1-yl)pyridin-3-yl)-1H-imidazol-1-yl)ethyl)pyridin-2(1H)-one